6-fluoro-N-(methyl-d3)-5-(4-((3-oxo-4H-quinoxalin-6-yl)methyl)piperazin-1-yl)pyridine-2-carboxamide FC1=C(C=CC(=N1)C(=O)NC([2H])([2H])[2H])N1CCN(CC1)CC=1C=C2NC(C=NC2=CC1)=O